(R and S)-2-(3-(2-(((R)-((R)-7-fluoro-1,2,3,4-tetrahydropyrido[2,3-b]pyrazin-3-yl)(phenyl)methyl)amino)ethyl)-2-methylphenyl)propanoic acid FC1=CC2=C(N[C@H](CN2)[C@@H](C2=CC=CC=C2)NCCC=2C(=C(C=CC2)[C@H](C(=O)O)C)C)N=C1 |&1:25|